Cl.ClC=1C=C2C=NNC2=C(C1)[C@H](C(C)(C1CCNCC1)C)O (1S)-1-(5-chloro-1H-indazol-7-yl)-2-methyl-2-(4-piperidinyl)propan-1-ol hydrochloride